NC=1C=C(C2=C(CCO2)C1)C1=NC=C(C=C1)C(C)C 5-amino-7-(5-isopropylpyridin-2-yl)-2,3-dihydrobenzofuran